Tri-2-butoxyethyl phosphate CCCCOCCOP(=O)(OCCOCCCC)OCCOCCCC